CN1CCN(CC1)C1=CC=C(C=C1)NC(=O)C=1C(NC=CC1NC1CCC(CC1)NC(=O)C=1N=COC1)=O N-(4-((3-((4-(4-Methylpiperazin-1-yl)phenyl)carbamoyl)-2-oxo-1,2-dihydropyridin-4-yl)amino)cyclohexyl)oxazole-4-carboxamide